4-(4-(methoxymethoxy)phenyl)-1-methyl-1H-1,2,3-triazole-5-carbaldehyde COCOC1=CC=C(C=C1)C=1N=NN(C1C=O)C